C(C)N1C(NC2=CC(=CC=C2C1=O)CC1(CCN(CC1)C=1C=CC(=NC1)C(=O)NC)O)=O 5-(4-((3-ethyl-2,4-dioxo-1,2,3,4-tetrahydroquinazolin-7-yl)methyl)-4-hydroxypiperidin-1-yl)-N-methylpicolinamide